C1(CC1)C(/C=C/C(=O)N1CC2=C([C@@H](C1)C1=C(C=CC=C1)C=1C(=NN(C1)CC)C(F)(F)F)C=C(S2)C#N)N(C)C (4S)-6-((E)-4-cyclopropyl-4-(dimethylamino)but-2-enoyl)-4-(2-(1-ethyl-3-(trifluoromethyl)-1H-pyrazol-4-yl)phenyl)-4,5,6,7-tetrahydrothieno[2,3-c]pyridine-2-carbonitrile